C(CCCCCCCCCCCO)O Dodecamethylenglycol